C(C)(C)(C)C1=CC=C(C=C1)NC1CCC(CC1)CCCC(=O)OCC ethyl 4-(4-((4-(tert-butyl)phenyl)amino)cyclohexyl)butanoate